3-(1H-benzimidazol-5-yl)-1-(2-hydroxy-4,6-dimethoxyphenyl)prop-2-en-1-one N1C=NC2=C1C=CC(=C2)C=CC(=O)C2=C(C=C(C=C2OC)OC)O